O[C@H]1[C@H](NCCC1)C(=O)O (2S,3R)-3-hydroxy-pipecolic acid